tert-butyl (s)-4-(6-((5-amino-7-((1-((tert-butyl-diphenylsilyl)oxy)hexan-3-yl)amino)-3-methyl-1H-pyrazolo[4,3-d]pyrimidin-1-yl)methyl)-5-methoxypyridin-3-yl)piperidine-1-carboxylate NC=1N=C(C2=C(N1)C(=NN2CC2=C(C=C(C=N2)C2CCN(CC2)C(=O)OC(C)(C)C)OC)C)N[C@H](CCO[Si](C2=CC=CC=C2)(C2=CC=CC=C2)C(C)(C)C)CCC